FC(OC=1C=C(C(=O)NC(C)C2=NC=CN=C2C2=NC=C(C=N2)OC(F)F)C=C(C1)C(F)(F)F)F 3-(difluoromethoxy)-N-[1-[3-[5-(difluoromethoxy)pyrimidin-2-yl]pyrazin-2-yl]ethyl]-5-(trifluoromethyl)benzamide